(1s,4s)-3'-oxo-1',3'-dihydrospiro[cyclohexane-1,2'-indene] O=C1C2(CC3=CC=CC=C13)CCCCC2